COC1=CC=C(C=N1)CN1C(C2=CC=C(C=C2C=N1)[S@](=O)(=N)C1=CC=CC=C1)=O (S)-2-((6-methoxypyridin-3-yl)methyl)-6-(phenylsulfonimidoyl)phthalazin-1(2H)-one